tert-butyl N-cyclopropyl-N-[(3R)-1-[6-fluoro-7-({8-fluoro-2-methylimidazo[1,2-a]pyridin-6-yl} carbamoyl)-2-methylindazol-4-yl]pyrrolidin-3-yl]carbamate C1(CC1)N(C(OC(C)(C)C)=O)[C@H]1CN(CC1)C=1C2=CN(N=C2C(=C(C1)F)C(NC=1C=C(C=2N(C1)C=C(N2)C)F)=O)C